diethyl ether compound with ethyl acetate C(C)(=O)OCC.C(C)OCC